FC1([C@@H]([C@@H](N(C1)C(=O)C1OCC1)CC=1C(=C(C=CC1F)C1=C(C(=CC=C1)F)F)F)NS(=O)(=O)CC)F N-{(2S,3R)-4,4-difluoro-1-(oxetane-2-carbonyl)-2-[(2,2',3',4-tetrafluoro[1,1'-biphenyl]-3-yl)methyl]pyrrolidin-3-yl}-ethanesulfonamide